N-{1-(3,3-Dimethylcyclobutyl)-2-oxo-2-[(2-oxospiro[1H-indole-3,4'-oxane]-6-yl)amino]-ethyl}-2-methylpyrazole-3-carboxamide CC1(CC(C1)C(C(NC1=CC=C2C(=C1)NC(C21CCOCC1)=O)=O)NC(=O)C=1N(N=CC1)C)C